C(C1=CC=CC=C1)SC1=C(C=CC=C1)B(O)O 2-benzylmercaptophenylboronic acid